CC1=CC=CC(=N1)C1=C(C=NN1)C=1N=C2C=C(C=NC2=CC1)C=1OC=NN1 2-[6-[5-(6-methyl-2-pyridyl)-1H-pyrazol-4-yl]-1,5-naphthyridin-3-yl]-1,3,4-oxadiazole